CN1C(C(OCC1)C1=CC(=NC=2N1N=C(C2)[C@@H]2CC[C@H](CC2)C(F)(F)F)C)=O 4-methyl-2-{5-methyl-2-[trans-4-(trifluoromethyl)cyclohexyl]pyrazolo[1,5-a]pyrimidin-7-yl}morpholin-3-one